Tertbutyl carbamate C(N)(OC(C)(C)C)=O